IC=1C=CC(=NC1)CN1CCN(CC1)C ((5-iodo-2-pyridinyl)methyl)-4-methyl-piperazine